FC1=CN=C2C[C@H](CNC2=C1)[C@@H](C1=CC=CC=C1)NCCC=1C=C(C=CC1)[C@@H](C(=O)O)C (2S)-2-[3-(2-{[(S)-[(3R)-7-fluoro-1,2,3,4-tetrahydro-1,5-naphthyridin-3-yl](phenyl)methyl]amino}ethyl)phenyl]propanoic acid